C(CCCC)C(CO)CCCCC 2-pentyl-1-heptanol